[C@@H]1(C[C@H]([C@@H](CC1)[C@H](CO)C)O)C (1r,3r,4s,8r)-3,9-p-menthanediol